calcium-magnesium-manganese calcium salt [Ca].[Mn].[Mg].[Ca]